ClC=1C(=CC2=C([C@@H]([C@](O2)(C2=CC=CC=C2)CNC(OC(C)(C)C)=O)O)C1B1OC(C(O1)(C)C)(C)C)F Tert-butyl (((2S,3S,4S)-5-chloro-6-fluoro-3-hydroxy-2-phenyl-4-(4,4,5,5-tetramethyl-1,3,2-dioxaborolan-2-yl)-2,3-dihydrobenzofuran-2-yl)methyl)carbamate